O[C@@H](CONC(C1=C(C(=C(C=C1)F)F)NC1=C(C=C(C=C1)I)F)=O)CO N-((R)-2,3-di-hydroxypropoxy)-3,4-di-fluoro-2-(2-fluoro-4-iodo-phenylamino)-benzamide